4-(9H-carbazol-9-yl)-N,N-bis[4-(9H-carbazol-9-yl)phenyl]aniline C1=CC=CC=2C3=CC=CC=C3N(C12)C1=CC=C(N(C2=CC=C(C=C2)N2C3=CC=CC=C3C=3C=CC=CC23)C2=CC=C(C=C2)N2C3=CC=CC=C3C=3C=CC=CC23)C=C1